ClCC(=O)N1[C@@H](CCC1)C(=O)N (S)-1-(2-chloroacetyl)pyrrolidine-2-formamide